C(C=C)[Si](CC)(CC)CC allyl-triethyl-silane